N-beta-Alanyl-L-histidine NCCC(=O)N[C@@H](CC1=CNC=N1)C(=O)O